C1(=CC=CC=C1)C1=NC(=C(C=C1C=1OC[C@H](N1)C1=CC=CC=C1)C=1OC[C@H](N1)C1=CC=CC=C1)C1=CC=CC=C1 (4R,4'R)-2,2'-(2,6-diphenylpyridine-3,5-diyl)bis(4-phenyl-4,5-dihydrooxazole)